N-[4-(methoxyamino)-2-methyl-6-[(methylamino)carbonyl]phenyl]-3-bromo-1-(3-chloro-2-pyridyl)-1H-pyrazole-5-carboxamide CONC1=CC(=C(C(=C1)C(=O)NC)NC(=O)C1=CC(=NN1C1=NC=CC=C1Cl)Br)C